CC=1C=C(C=CC1C)C1=CC(=NC=C1C)C1=CC=CC=C1 4-(3,4-dimethylphenyl)-5-methyl-2-phenylpyridine